O=C1N(C(C=C1)=O)CCC(=O)N[C@H](C(=O)N[C@H](C(=O)NC1=CC=C(C=C1)CO)CCCNC(=O)N)C(C)C (S)-2-((S)-2-(3-(2,5-dioxo-2,5-dihydro-1H-pyrrol-1-yl)propanamido)-3-methylbutanoylamino)-N-(4-(hydroxymethyl)phenyl)-5-ureidovaleramide